ethyl 3-[3-(hydroxymethyl)-4-methyl-phenyl]-3-[1-[4-[(4-methoxyphenyl)methoxy] butyl]-4-methyl-benzotriazol-5-yl]propanoate OCC=1C=C(C=CC1C)C(CC(=O)OCC)C1=C(C2=C(N(N=N2)CCCCOCC2=CC=C(C=C2)OC)C=C1)C